methyl (2R*,4R*)-4-[[(5S)-3-(3,5-difluorophenyl)-5-vinyl-4H-isoxazole-5-carbonyl]amino]tetrahydrofuran-2-carboxylate FC=1C=C(C=C(C1)F)C1=NO[C@](C1)(C(=O)N[C@@H]1C[C@@H](OC1)C(=O)OC)C=C |o1:16,18|